Bis(trimethylsilyl) (1,1,2,3,3-pentafluoroprop-2-en-1-yl)phosphonate FC(C(=C(F)F)F)(F)P(O[Si](C)(C)C)(O[Si](C)(C)C)=O